(5's)-7-acetoxy-5'-methyl-7H-spiro[furo[3,4-b]pyridine-5,3'-pyrrolidine]-1'-carboxylic acid tert-butyl ester C(C)(C)(C)OC(=O)N1CC2(C[C@@H]1C)OC(C1=NC=CC=C12)OC(C)=O